C(C)(C)(C)OC(=O)N1CC(C1)N1C2=NC(=NC(=C2N=C1)OCC1=CC=CC=C1)N1CCOCC1.C(C1=CC=CC=C1)C1=C(C=CC=C1)C1=C(C(=C(C(=C1CC1=CC=CC=C1)CC1=CC=CC=C1)CC1=CC=CC=C1)CC1=CC=CC=C1)CC1=CC=CC=C1 hexa(benzyl)biphenyl tert-butyl-3-(6-(benzyloxy)-2-morpholino-9H-purin-9-yl)azetidine-1-carboxylate